C(C)(C)(C)OC(=O)N1CCN(CC1)CCCN1C2=C(C3=CC=C(C=C13)OC)C=CN=C2C(F)(F)F 4-(3-(7-methoxy-1-(trifluoromethyl)-9H-pyrido[3,4-b]indol-9-yl)propyl)piperazine-1-carboxylic acid tert-butyl ester